4-pentadienyl-3-propyltriethoxysilane C=CC=C(C)C(C)O[Si](OCC)(OCC)CCC